1-Ethyl-2,3-xylene C(C)C1=C(C(=CC=C1)C)C